CC[Hg]Cl The molecule is a highly toxic organomercury compound which is used as a fungicide for treating seeds. It has a role as a fungicide. It is a chlorine molecular entity and an organomercury compound.